C1(CCCCC1)C(C)NC(=O)C=1N=C(SC1)NC1=CC(=CC(=C1)F)F N-(1-cyclohexylethyl)-2-(3,5-difluoroanilino)thiazole-4-carboxamide